3,4-dimethylbenzene chloroacetate ClCC(=O)O.CC=1C=CC=CC1C